5-bromo-3-isopropyl-1-toluenesulfonyl-1H-pyrrolo[2,3-c]pyridine BrC=1C=C2C(=CN1)N(C=C2C(C)C)S(=O)(=O)CC2=CC=CC=C2